(S)-N-(5-(cyclopropylmethoxy)pyridin-2-yl)-2-((S)-4,4-difluoro-3-methyl-3-(6-oxo-1,6-dihydropyridin-3-yl)piperidin-1-yl)propionamide C1(CC1)COC=1C=CC(=NC1)NC([C@H](C)N1C[C@@](C(CC1)(F)F)(C1=CNC(C=C1)=O)C)=O